1-(4-(2-(4-(2-(trifluoromethyl)benzoyl)-1H-pyrrol-2-yl)-1H-benzo[d]imidazol-6-yl)piperazin-1-yl)ethanone FC(C1=C(C(=O)C=2C=C(NC2)C2=NC3=C(N2)C=C(C=C3)N3CCN(CC3)C(C)=O)C=CC=C1)(F)F